3-(heptafluoro-isopropoxy)propyl-triethoxysilane FC(C(C(F)(F)F)(OCCC[Si](OCC)(OCC)OCC)F)(F)F